ClC=1C=C2C=C(NC2=CC1)C(=O)NN=CC1=NC2=C(C=CC=C2C=C1)O 5-chloro-N'-{(8-hydroxy-2-quinolinyl)methylene}-1H-indole-2-carboxylic acid hydrazide